FC1=C(C=C2C(C(CN3C2=C1CCC3)C=O)=O)F 8,9-difluoro-1-oxo-2,3,6,7-tetrahydro-1h,5h-pyrido[3,2,1-ij]quinoline-2-carbaldehyde